ClC1=CC=C(OCC(=O)NC23CC(C2)(C3)C(=O)NCCOC3=CC(=CC=C3)C)C=C1 3-[2-(4-chlorophenoxy)acetamido]-N-[2-(3-methylphenoxy)ethyl]bicyclo[1.1.1]-pentane-1-carboxamide